pyrimidin-2-yl-3-fluoropiperidin-4-ol hydrochloride Cl.N1=C(N=CC=C1)N1CC(C(CC1)O)F